C1[C@@H]([C@H](O[C@H]1N2C3=C(C(=O)NC(=N3)N)NC2=O)CO)O 8-oxo-2'-deoxyguanine